4-(6-bromopyridin-2-yl)-4-cyanopiperidine-1-carboxylic acid tert-butyl ester C(C)(C)(C)OC(=O)N1CCC(CC1)(C#N)C1=NC(=CC=C1)Br